ClC=1C(=NC(=NC1)NC=1C=NN(C1)CC#N)C1=CC=C(C(=O)NCC#N)C=C1 4-(5-chloro-2-((1-(cyanomethyl)-1H-pyrazol-4-yl)amino)pyrimidin-4-yl)-N-(cyanomethyl)benzamide